FC(OC=1C=CC(=C(C1)O)C1=C(N=C(N=N1)N[C@H]1[C@@H](CCCC1)O)C)F 5-(difluoromethoxy)-2-(3-{[(1R,2R)-2-hydroxycyclohexyl]amino}-5-methyl-1,2,4-triazine-6-yl)phenol